6-(2,4-Dimethyl-1-oxa-8-azaspiro[4.5]dec-3-en-8-yl)-4-(3-(piperazin-1-yl)azetidin-1-yl)-2-(trifluoromethyl)nicotinonitrile CC1OC2(C(=C1)C)CCN(CC2)C2=NC(=C(C#N)C(=C2)N2CC(C2)N2CCNCC2)C(F)(F)F